2-((1-(1-(4-fluorophenyl)-4-(5-nitrothiophene-2-carboxamido)-1H-pyrazolo[3,4-d]pyrimidin-6-yl)-1H-pyrazol-3-yl)oxy)ethyl acetate C(C)(=O)OCCOC1=NN(C=C1)C1=NC(=C2C(=N1)N(N=C2)C2=CC=C(C=C2)F)NC(=O)C=2SC(=CC2)[N+](=O)[O-]